C(C)N(S(=O)(=O)NC=1C(=C(C(=O)C2=CNC3=NC=C(C=C32)C3=CC=C(C=C3)N3CCNCC3)C(=CC1)F)F)C 3-[3-[[Ethyl(methyl)sulfamoyl]amino]-2,6-difluoro-benzoyl]-5-(4-piperazin-1-ylphenyl)-1H-pyrrolo[2,3-b]pyridine